bis-(5-carboxymethoxy-2-nitrobenzyl)ether C(=O)(O)COC=1C=CC(=C(COCC2=C(C=CC(=C2)OCC(=O)O)[N+](=O)[O-])C1)[N+](=O)[O-]